[Rh+].N1=C(C=CC=C1)C1=NC=CC=C1.N1=C(C=CC=C1)C1=NC=CC=C1 Bis(2,2'-bipyridyl) rhodium (I)